C1(CCC1)N1N=CC(=C1)C1=C(C(=O)O)C=C(C=C1)NC(=O)C1(CC1)C1=CC(=C(C=C1)C)F 2-(1-Cyclobutyl-1H-pyrazol-4-yl)-5-({[1-(3-fluoro-4-methylphenyl)cyclopropyl]carbonyl}amino)benzoic acid